N-(3-(2-Methylpyrrolidin-1-carbonyl)-4,5,6,7-tetrahydro-benzo[b]thiophen-2-yl)nicotinamid CC1N(CCC1)C(=O)C=1C2=C(SC1NC(C1=CN=CC=C1)=O)CCCC2